4-[4-[Acetyl-(isopropyl)amino]-3-fluoro-phenyl]-N-(3-pyridylmethyl)benzamide tert-butyl-4-(1-(2-cyanopyrimidin-4-yl)cyclopropyl)piperidine-1-carboxylate C(C)(C)(C)OC(=O)N1CCC(CC1)C1(CC1)C1=NC(=NC=C1)C#N.C(C)(=O)N(C1=C(C=C(C=C1)C1=CC=C(C(=O)NCC=2C=NC=CC2)C=C1)F)C(C)C